CC1=C2CCO[C@@H](C2=CC=C1)CN (S)-(5-methyl-Isochroman-1-yl)methylamine